FC=1C(=NC(=NC1)NC1=C(C(=CC=C1)S(=O)(=O)C)F)C1=CNC2=C(C=CC=C12)NC([C@H](COC)N1CCNCC1)=O (S)-N-(3-(5-fluoro-2-(2-fluoro-3-(methylsulfonyl)phenylamino)pyrimidin-4-yl)-1H-indol-7-yl)-3-methoxy-2-(piperazin-1-yl)propanamide